N=C1N(NC=CN1)C dihydro-3(s)-imino-2-methyl-1,2,4-triazine